ClC=1C=C(C=CC1N1C(N(C=C1)C)=O)C1=C(C(=CC(=C1)F)C=1C=C2N=CC=NC2=C(C1)N1CCNCC1)O 1-(3-chloro-5'-fluoro-2'-hydroxy-3'-(8-(piperazin-1-yl)quinoxalin-6-yl)-[1,1'-biphenyl]-4-yl)-3-methyl-1H-imidazol-2(3H)-one